COC(/C=C/C1=CC=C(C=C1)C)C (E)-1-(3-Methoxybut-1-en-1-yl)-4-methylbenzene